COC(=O)C1=CC2=C(CN([C@H](CO2)C2=CC=CC=C2)C(=O)[C@H]2COCCC2)C=C1 (S)-3-phenyl-4-((R)-tetrahydro-2H-pyran-3-carbonyl)-2,3,4,5-tetrahydrobenzo[f][1,4]oxazepine-8-carboxylic acid methyl ester